COC1=C(C=CC(=C1)C=1C=NC=C(C1)OC)NCC#CC=1N(C=2C=CC=C(C2C1)NC1CCN(CC1)C)CC(F)(F)F 2-(3-{[2-methoxy-4-(5-methoxypyridin-3-yl)phenyl]amino}prop-1-yn-1-yl)-N-(1-methylpiperidin-4-yl)-1-(2,2,2-trifluoroethyl)-1H-indol-4-amine